ClC=1C(=C(CN2CCC(CC2)(C(=O)O)CC2=NC(=C(C(=C2F)C(C)F)F)NC2=NNC(=C2)C)C=CC1)F 1-(3-chloro-2-fluorobenzyl)-4-((3,5-difluoro-4-(1-fluoroethyl)-6-((5-methyl-1H-pyrazol-3-yl)amino)-pyridin-2-yl)methyl)piperidine-4-carboxylic acid